C(CCCCC)(=O)OCN1C(C=C(C2=CC=C(C=C12)CCN1CCN(CC1)C1=CC(=CC=2SC=CC21)F)N)=O (4-amino-7-(2-(4-(6-fluorobenzo[b]thiophen-4-yl)piperazin-1-yl)ethyl)-2-oxoquinolin-1(2H)-yl)methyl hexanoate